ClC1=C(C=CC(=C1)C(=O)[C@@H]1[C@H](C1)C=1N=NNN1)CN(C)C [(2-chloro-4-{[(1S,2S)-2-(2H-1,2,3,4-tetrazol-5-yl)cyclopropyl]carbonyl}phenyl)methyl]dimethylamine